Ethyl 2-(4-chloro-2-fluorophenyl)-2-oxoacetate ClC1=CC(=C(C=C1)C(C(=O)OCC)=O)F